methoxy-6-(3-(4-morpholinyl)propoxy)-4-quinazolinamine COC1=NC2=CC=C(C=C2C(=N1)N)OCCCN1CCOCC1